N,N'-di(3-carboxypropyl)-3,3'-bipyridylium C(=O)(O)CCC[N+]1=CC(=CC=C1)C=1C=[N+](C=CC1)CCCC(=O)O